BrC1=C2C(N(C(C2=CC=C1)=O)C1C(NC(CC1)=O)=O)=O 4-bromo-2-(2,6-dioxopiperidin-3-yl)-1,3-dioxoisoindoline